BrCCCCCC(=O)NC1C(N(C(C2=CC=CC=C12)=O)C1C(NC(CC1)=O)=O)=O 6-bromo-N-(2-(2,6-dioxopiperidin-3-yl)-1,3-dioxoisoquinolin-4-yl)hexanamide